N-(2-chloro-6-(trifluoromethyl)pyridin-3-yl)-2-(2-(5,6-dihydro-1,4-dioxin-2-yl)-5-ethyl-7-oxo-6-(piperazin-1-yl)-[1,2,4]triazolo[1,5-a]pyrimidin-4(7H)-yl)acetamide ClC1=NC(=CC=C1NC(CN1C=2N(C(C(=C1CC)N1CCNCC1)=O)N=C(N2)C=2OCCOC2)=O)C(F)(F)F